5-(((Cyclopropylmethyl)amino)methyl)-N-(2-fluoro-5-(2-(4-methyl-4H-1,2,4-triazol-3-yl)spiro[3.3]heptan-2-yl)phenyl)-2-oxo-1-(2,2,2-trifluoroethyl)-1,2-dihydropyridine-3-carboxamide C1(CC1)CNCC=1C=C(C(N(C1)CC(F)(F)F)=O)C(=O)NC1=C(C=CC(=C1)C1(CC2(C1)CCC2)C2=NN=CN2C)F